5-chloro-2-methyl-N-((1r,4r)-4-((3-(6-(1-methyl-1H-pyrazol-3-yl)pyridin-3-yl)-2-oxo-2,3-dihydro-1H-benzo[d]imidazol-1-yl)methyl)cyclohexyl)nicotinamide ClC=1C=NC(=C(C(=O)NC2CCC(CC2)CN2C(N(C3=C2C=CC=C3)C=3C=NC(=CC3)C3=NN(C=C3)C)=O)C1)C